COC1=CC=C(C=C1)N1N=C(C2=C1C(N(CC2)C2=CC=C(C=C2)N2C(CCCC2)=O)=O)C(=O)OCC ethyl 4,5,6,7-tetrahydro-1-(4-methoxyphenyl)-7-oxo-6-[4-(2-oxo-1-piperidinyl) phenyl]-1H-pyrazolo[3,4-c]pyridine-3-carboxylate